[3-{[2-(4-chlorophenyl)imidazo[1,2-a]pyridin-3-yl]methyl}-8-oxa-3,10-diazabicyclo[4.3.1]dec-10-yl](6-methoxypyridin-2-yl)methanone ClC1=CC=C(C=C1)C=1N=C2N(C=CC=C2)C1CN1CC2COCC(CC1)N2C(=O)C2=NC(=CC=C2)OC